sodium (S)-3-(3-(1,6-dimethyl-4-oxido-2-oxo-1,2-dihydropyridin-3-yl)ureido)-3-(5-fluoro-3'-trifluoromethoxybiphenyl-3-yl)propanoate CN1C(C(=C(C=C1C)[O-])NC(N[C@@H](CC(=O)[O-])C=1C=C(C=C(C1)F)C1=CC(=CC=C1)OC(F)(F)F)=O)=O.[Na+].[Na+]